3-(4-Hydroxyphenyl)-1-(4-nitrophenyl)prop-2-en-1-one OC1=CC=C(C=C1)C=CC(=O)C1=CC=C(C=C1)[N+](=O)[O-]